(S)-(5-(4-(4-fluoropyrazolo[1,5-a]pyridin-2-yl)-1,4,6,7-tetrahydro-5H-imidazo[4,5-c]pyridin-5-yl)pyrazin-2-yl)(3-methoxyazetidin-1-yl)methanone FC=1C=2N(C=CC1)N=C(C2)[C@H]2N(CCC1=C2N=CN1)C=1N=CC(=NC1)C(=O)N1CC(C1)OC